FC=1C=C2[C@](C(NC2=C(C1)NC([O-])=O)=O)(C)N1C[C@@H](CCC1)OC1=CC=C(C=C1)S(=O)(=O)F [(3S)-5-fluoro-3-[(3R)-3-(4-fluorosulfonylphenoxy)-1-piperidyl]-3-methyl-2-OxO-indolin-7-yl]carbamate